methyl (S)-3-(8-bromo-6-(pyridin-2-yl)-1-ethylthio-4H-benzo[f][1,2,4]triazolo[4,3-a][1,4]diazepin-4-yl)propionate BrC=1C=CC2=C(C(=N[C@H](C=3N2C(=NN3)SCC)CCC(=O)OC)C3=NC=CC=C3)C1